4-(3-amino-6-methoxy-2-pyridinyl)butanoic acid hydrochloride Cl.NC=1C(=NC(=CC1)OC)CCCC(=O)O